C(\C=C\C(=O)O)(=O)O.NC(CCNCCC(C(C)C)N1CC2(C1)CN(CC2)C=2N=CN=NC2OC2=C(C(=O)N(C(C)C)CC)C=C(C=C2)F)=O 2-((5-(2-(1-((3-amino-3-oxopropyl)amino)-4-methylpentan-3-yl)-2,6-diazaspiro[3.4]octan-6-yl)-1,2,4-triazin-6-yl)oxy)-N-ethyl-5-fluoro-N-isopropylbenzamide fumarate